NC1=NC2=C(C=3N1N=C(N3)C3=NC=CC=C3)C(=C(N2CCN2CCN(CC2)C=2C(=CC3=C(C(=NO3)C)C2)F)C(=O)N)Cl 5-amino-9-chloro-7-[2-[4-(6-fluoro-3-methyl-1,2-benzoxazol-5-yl)piperazin-1-yl]ethyl]-2-(2-pyridyl)-[1,2,4]triazolo[1,5-c]pyrrolo[3,2-e]pyrimidine-8-carboxamide